4-(trifluoromethyl)-1,3-benzoxathiolane-3-oxide FC(C1=CC=CC2=C1S(CO2)=O)(F)F